C(OCCOC)(OC1=CC=C(C=C1)[N+](=O)[O-])=O 2-methoxyethyl (4-nitrophenyl) carbonate